C(C)(C)(C)OC(NC1=C(C=C(C(=C1)B(O)O)OC)F)=O [5-(dihydroxyboranyl)-2-fluoro-4-methoxyphenyl]carbamic acid tert-butyl ester